tert-butyl 3-(6,7-difluoro-1H-indol-3-yl)-5,6-dihydro-2H-pyridine-1-carboxylate FC1=CC=C2C(=CNC2=C1F)C=1CN(CCC1)C(=O)OC(C)(C)C